CC=1C=C(C=C2C=NNC12)CCC(=O)O.O1C(CCCC1)N1N=CC2=CC=C(C=C12)/C=C/C(=O)NC=1C=C(C=CC1)C (E)-3-(1-(tetrahydro-2H-pyran-2-yl)-1H-indazol-6-yl)-N-(m-tolyl)acrylamide 3-(7-methyl-1H-indazol-5-yl)propanoate